3-(3-fluoro-4-(4-dimethylaminopiperidin-1-yl)phenyl)-1H-1,2,4-triazole-3,5-diamine FC=1C=C(C=CC1N1CCC(CC1)N(C)C)C1(NNC(=N1)N)N